((benzyloxy) amino) propanoate C(CC)(=O)ONOCC1=CC=CC=C1